FC1=C(C=C(C=C1)C(C)(C)O)[S@@](=O)(N)=NC(NC1=C2CCCC2=C(C=2CCCC12)F)=O (R)-2-fluoro-N'-((8-fluoro-1,2,3,5,6,7-hexahydro-s-indacen-4-yl)carbamoyl)-5-(2-hydroxypropan-2-yl)benzenesulfonimidamide